(S)-3-(2-((4-(3-((2-(1-hydroxyethyl)-1H-imidazol-1-yl)methyl)isoxazol-5-yl)phenyl)ethynyl)-7-azaspiro[3.5]non-7-yl)-3-oxopropanoic acid methyl ester COC(CC(=O)N1CCC2(CC(C2)C#CC2=CC=C(C=C2)C2=CC(=NO2)CN2C(=NC=C2)[C@H](C)O)CC1)=O